4-(Piperazin-1-yl)quinolin-7-ol N1(CCNCC1)C1=CC=NC2=CC(=CC=C12)O